ClC1=CC=C(C=C1)C=1C=C(C(NN1)=O)C(=O)N[C@@H]1COC[C@H]1O 6-(4-chlorophenyl)-N-[(trans)-4-hydroxytetrahydrofuran-3-yl]-3-oxo-2,3-dihydropyridazine-4-carboxamide